FC1=C(C=2C(=N[Se]N2)C(=C1F)C=1SC=CC1)C=1SC=CC1 5,6-difluoro-4,7-bis(thiophene-2-yl)benzo[c][1,2,5]selenadiazole